OC1=CC=C(C(=O)OC(C)C)C=C1 methylethyl para-hydroxybenzoate